FC(OC1=C(C=CC(=C1)F)[C@H]1[C@@H](O[C@]([C@H]1C)(C(F)(F)F)C)C(=O)NC1=CC(=NC=C1)C(=O)N)F |o1:10,11,13,14| rel-(2r,3s,4s,5r)-4-[[3-[2-(difluoromethoxy)-4-fluoro-phenyl]-4,5-dimethyl-5-(trifluoromethyl)tetrahydrofuran-2-carbonyl]amino]pyridine-2-carboxamide